C1(CC1)CN1C(=CC2=CC=CC(=C12)C1CN(C1)S(=O)(=O)C)C1=NC2=C(N1C)C(=CC(=C2)C(=O)N2[C@@H]1CC[C@H](C2)[C@H]1N)OC (1R,4R,7R)-2-{2-[1-(Cyclopropylmethyl)-7-(1-methansulfonylazetidin-3-yl)-1H-indol-2-yl]-7-methoxy-1-methyl-1H-1,3-benzodiazol-5-carbonyl}-2-azabicyclo[2.2.1]heptan-7-amin